lead copper tin [Sn].[Cu].[Pb]